(2-(7-formyl-2-methoxyquinoxalin-5-yl)-4-methyl-7,8-dihydro-[1,4]dioxino[2',3':3,4]benzo[1,2-d]thiazol-7-yl)methyl (6-methoxypyridin-3-yl)carbamate COC1=CC=C(C=N1)NC(OCC1OC2=C(C3=C(N=C(S3)C3=C4N=CC(=NC4=CC(=C3)C=O)OC)C(=C2)C)OC1)=O